BrC1=CC2=C(C3=CC(=CC=C3N=C2C=C1)Br)C1=CC=CC=C1 2,7-dibromo-9-phenylacridine